(2R,3S,4S)-2,3,4-tribenzyloxy-4-[(4R,5R)-4-(benzyloxymethyl)-2,2,5-trimethyl-1,3-dioxolan-4-yl]-1-[4-(p-toluenesulfonyl)piperazin-1-yl]butan-1-one C(C1=CC=CC=C1)O[C@@H](C(=O)N1CCN(CC1)S(=O)(=O)C1=CC=C(C)C=C1)[C@H]([C@@H]([C@@]1(OC(O[C@@H]1C)(C)C)COCC1=CC=CC=C1)OCC1=CC=CC=C1)OCC1=CC=CC=C1